COC1=C(C(=CC=C1)OC)P(Cl)C1=C(C=CC=C1)S(=O)(=O)O (2,6-dimethoxyphenyl)-(2-sulfophenyl)chlorophosphine